(1-methyl-1H-pyrazol-4-yl)acetonitrile CN1N=CC(=C1)CC#N